C1=CC=CC=2C3=CC=CC=C3C(C12)N([C@H](C(=O)O)CC1=CC=CC=C1)C(=O)OC (2S)-2-(9H-fluoren-9-yl-methoxycarbonylamino)-3-phenyl-propanoic acid